C(C)(C)C1CC(C=2N1N=CC2)NCC[C@]2(CCOC1(CCCC1)C2)C2=NC=CC=C2 6-(isopropyl)-N-(2-((R)-9-(pyridin-2-yl)-6-oxaspiro[4.5]decan-9-yl)ethyl)-5,6-dihydro-4H-pyrrolo[1,2-b]pyrazol-4-amine